[3H]adenosine [C@@H]1([C@H](O)[C@H](O)[C@@H](CO)O1)N1C=NC=2C(=N)N=CNC12